C1=CC=C2C(=C1)C(=CN2)C[C@@H](C(=O)N[C@@H](CO)C(=O)O)N The molecule is a dipeptide formed from L-tryptophan and L-serine residues. It has a role as a metabolite. It derives from a L-tryptophan and a L-serine.